2-(4-acetylphenyl)-7,7-dimethyl-10-(pyrrolidin-1-yl)-5,12b-dihydro-1H,7H-chromeno[4,3-c][1,2,4]triazolo[1,2-a]Pyridazine C(C)(=O)C1=CC=C(C=C1)N1CN2N(CC=C3C2C=2C=CC(=CC2OC3(C)C)N3CCCC3)C1